C(C)CC(CC(=O)[O-])=O.C(C)CC(CC(=O)[O-])=O.C(C)CC(CC(=O)[O-])=O.[Ga+3] gallium tri(ethyl acetoacetate)